FC1(CCC(CC1)C1=NC=CC(=C1NC(=O)C=1C=NC(=NC1)OC1CCOCC1)C1=C(C=CC(=C1)F)F)F N-(2-(4,4-difluorocyclohexyl)-4-(2,5-difluorophenyl)pyridin-3-yl)-2-((tetrahydro-2H-pyran-4-yl)oxy)pyrimidine-5-carboxamide